3-bromo-4-(pyrrolidin-1-yl)benzoic acid BrC=1C=C(C(=O)O)C=CC1N1CCCC1